COCC1=CC=C(C=O)O1 5-(Methoxymethyl)furfural